ClC(C(=O)NO)Cl 2,2-dichloro-N-hydroxyacetamide